N-(4-aminobutyl)-3-aminopropyltriethoxysilane NCCCCNCCC[Si](OCC)(OCC)OCC